CN(C(CC(=O)OC(C)(C)C)C(=O)N1CCOCC1)C(=O)OCC[Si](C)(C)C Tert-butyl 3-(methyl ((2-(trimethylsilyl) ethoxy) carbonyl) amino)-4-morpholino-4-oxobutanoate